C(C1=CC=CC=C1)[C@H]1N(CCN(C1)S(=O)(=O)C)C1=NC=C2C(=N1)N(N=C2C=2C(=C(C(=CC2)F)O)Cl)C (R)-3-(6-(2-Benzyl-4-(methylsulfonyl)piperazin-1-yl)-1-methyl-1H-pyrazolo[3,4-d]pyrimidin-3-yl)-2-chloro-6-fluorophenol